(2R)-2-Amino-4-methyl-N-[4-(1H-pyrrolo[2,3-b]pyridin-4-yl)phenyl]pentanamide N[C@@H](C(=O)NC1=CC=C(C=C1)C1=C2C(=NC=C1)NC=C2)CC(C)C